N-Cyclohexyl-2-(4-methoxyphenyl)oxazole-4-carboxamide C1(CCCCC1)NC(=O)C=1N=C(OC1)C1=CC=C(C=C1)OC